6-(2-chloro-5-fluoropyrimidin-4-yl)-4-isopropyl-2-methylquinoline ClC1=NC=C(C(=N1)C=1C=C2C(=CC(=NC2=CC1)C)C(C)C)F